ClC=1C(=CC2=C(C[C@@](O2)([C@H]2NCCC2)C2=CC=CC=C2)C1C=1C(=C2C=NN(C2=CC1C(=O)N)CCOC)F)F (S)-5-((S)-5-Chloro-6-fluoro-2-phenyl-2-((S)-pyrrolidin-2-yl)-2,3-dihydrobenzofuran-4-yl)-4-fluoro-1-(2-methoxyethyl)-1H-indazole-6-carboxamide